N-methylolpropionamide methylphosphonate CP(O)(O)=O.C(O)NC(CC)=O